2-[4-[1-(3,4-difluorophenyl)-5-methyl-pyrazol-3-yl]piperazin-1-yl]ethyl-morpholine FC=1C=C(C=CC1F)N1N=C(C=C1C)N1CCN(CC1)CCN1CCOCC1